(S)-4-propyl-dihydrofuran methyl-(E)-2-(1-hydroxy-2-methoxycyclooct-3-en-1-yl)acetate COC(CC1(C(\C=C\CCCC1)OC)O)=O.C(CC)C=1CCOC1